FC=1C=CC(=NC1)C(=O)O 5-fluoropyridinecarboxylic acid